2-(((R-(5-Chloropyridin-2-yl)-2-methylbenzo[d][1,3]dioxol-4-yl)-2,5-diazabicyclo[4.2.0]octan-2-yl)methyl)-4-methoxy-1-(((S)-oxetan-2-yl)methyl)-1H-benzo[d]imidazole-6-carboxylic acid ClC=1C=CC(=NC1)C1=C(C2=C(O[C@H](O2)C)C=C1)C12N(CCNC2CC1)CC1=NC2=C(N1C[C@H]1OCC1)C=C(C=C2OC)C(=O)O